N[C@@H]1C2=CC=CC=C2CC12CCN(CC2)C=2NC(C1=C(N2)NN=C1C1=CC2(COC2)C2=CC=CC=C12)=O (S)-6-(1-amino-1,3-dihydrospiro[indene-2,4'-piperidine]-1'-yl)-3-(spiro[indene-1,3'-oxetan]-3-yl)-1,5-dihydro-4H-pyrazolo[3,4-d]pyrimidin-4-one